C(C)(C)(C)OC(=O)NCCOC=1C=C(C=CC1OCCNC(=O)OC(C)(C)C)CC(=O)N[C@@H](CC=1C(=C(C(=O)OC(C)(C)C)C=CC1)OC)B1OC2(C3C(C(CC2O1)C3)(C)C)C tert-butyl 3-((2R)-2-(2-(3,4-bis(2-(tert-butoxycarbonylamino)ethoxy)phenyl)acetamido)-2-(2,9,9-trimethyl-3,5-dioxa-4-bora-tricyclo[6.1.1.02,6]dec-4-yl)ethyl)-2-methoxybenzoate